(R)-2-((5-(2-(6-((3,3-difluoropropyl)amino)-2-methylhex-3-yl)-2,6-diazaspiro[3.4]oct-6-yl)-1,2,4-triazin-6-yl)oxy)-N-ethyl-5-fluoro-N-isopropylbenzamide FC(CCNCCC[C@H](C(C)C)N1CC2(C1)CN(CC2)C=2N=CN=NC2OC2=C(C(=O)N(C(C)C)CC)C=C(C=C2)F)F